C(C\C=C\CCCCCC)(C(=O)O)C(=O)O trans-3-decene-1,1-dicarboxylic acid